(5-(4-(hydroxymethyl)piperidin-1-yl)-1-oxoisoindolin-2-yl)piperidine-2,6-dione OCC1CCN(CC1)C=1C=C2CN(C(C2=CC1)=O)N1C(CCCC1=O)=O